C(CCCCCCCCC)NC(CCCSCCC(=O)OCCCCCCCCCCCCCCCC)=N hexadecyl 3-((4-(decylamino)-4-iminobutyl)thio)propanoate